2-(6-(((1R,3S,5S)-9-azabicyclo[3.3.1]nonan-3-yl)(methyl)amino)pyridazin-3-yl)-5-(2H-1,2,3-triazol-2-yl)phenol [C@H]12CC(C[C@H](CCC1)N2)N(C2=CC=C(N=N2)C2=C(C=C(C=C2)N2N=CC=N2)O)C